5-(trifluoromethyl)-1H-pyrrolo[3,2-b]pyridine-2-carboxylic acid ethyl ester C(C)OC(=O)C1=CC2=NC(=CC=C2N1)C(F)(F)F